ClC=1C(=NC=CC1)O[C@@H]1CN(CC1)C1=C(C=C(C=C1)C(O)C1=C(C=CC=C1)C)CO (4-((S)-3-(3-chloropyridin-2-yloxy)pyrrolidin-1-yl)-3-(hydroxymethyl)phenyl)(o-tolyl)methanol